N,N,N',N',N'',N''-Hexaallyl-1,3,5-triazin-2,4,6-triamin C(C=C)N(C1=NC(=NC(=N1)N(CC=C)CC=C)N(CC=C)CC=C)CC=C